3-(2-amino-6-hydroxy-5-(2-methoxybenzyl)pyrimidin-4-yl)propionic acid NC1=NC(=C(C(=N1)CCC(=O)O)CC1=C(C=CC=C1)OC)O